5-(6-(6-chloro-2-(methoxymethyl)-5-methylpyrimidin-4-yl)-5,6,7,8-tetrahydro-1,6-naphthyridin-3-yl)thiazole ClC1=C(C(=NC(=N1)COC)N1CC=2C=C(C=NC2CC1)C1=CN=CS1)C